C/C(/C=C)=C\C\C=C(\CCC=C(C)C)/C (3E,6E)-3,7,11-trimethyldodeca-1,3,6,10-tetraene